(3-aminooxetan-3-yl)(4-(3-isopropyl-2-(2-methylpyridin-4-yl)-1H-indol-5-yl)piperidin-1-yl)methanone NC1(COC1)C(=O)N1CCC(CC1)C=1C=C2C(=C(NC2=CC1)C1=CC(=NC=C1)C)C(C)C